N-(3,4-dichloro-2-fluoro-phenyl)-6-(3-methoxyazetidin-3-yl)quinazolin-4-amine ClC=1C(=C(C=CC1Cl)NC1=NC=NC2=CC=C(C=C12)C1(CNC1)OC)F